4-(2-(azepine-1-yl)ethoxy)-6H-indolo[2,3-b]quinoxaline N1(C=CC=CC=C1)CCOC=1C=CC=C2N=C3C(=NC12)NC=1C=CC=CC13